2-(3-(1-(2-(dimethylamino)ethyl)-5-(pentan-3-ylcarbamoyl)-1H-1,2,4-triazol-3-yl)phenyl)-N-(pentan-3-yl)oxazole-5-carboxamide CN(CCN1N=C(N=C1C(NC(CC)CC)=O)C=1C=C(C=CC1)C=1OC(=CN1)C(=O)NC(CC)CC)C